1-iodomethyl acrylate C(C=C)(=O)OCI